C(C)OC(OCC)OC [ethoxy(methoxy)methoxy]ethane